Pentenoate C(C=CCC)(=O)[O-]